ClC=1C=C(C=C(C1)NS(=O)(=O)C)NC(=O)C=1C=NN(C1)C1=NC=CC=C1OCC=1C=NC=CC1 N-(3-chloro-5-methanesulfonamidophenyl)-1-{3-[(pyridin-3-yl)methoxy]pyridin-2-yl}-1H-pyrazole-4-carboxamide